BrC=1C(=NC(=NC1)C)C1=NOC[C@H](N1)CC1=C(C=C(C=C1)C)C |r| (5RS)-3-(5-bromo-2-methylpyrimidin-4-yl)-5-(2,4-dimethylbenzyl)-5,6-dihydro-4H-1,2,4-oxadiazine